2-(2-hydroxy-2-methylpropyloxy)-4-(6-(6-((6-methoxypyridin-3-yl)methyl)-3,6-diazabicyclo[3.1.1]heptan-3-yl)pyridin-3-yl)-6-oxopyrimidine-5-carbonitrile OC(COC=1NC(C(=C(N1)C=1C=NC(=CC1)N1CC2N(C(C1)C2)CC=2C=NC(=CC2)OC)C#N)=O)(C)C